C(C(C)C)(=O)OC[C@H]1O[C@H]([C@]([C@@H]1OC(CC1CCCCC1)=O)(C)F)N1C2=NC(=NC(=C2N=C1)NC)N ((2R,3R,4R,5R)-5-(2-amino-6-(methylamino)-9H-purin-9-yl)-3-(2-cyclohexylacetoxy)-4-fluoro-4-methyltetrahydrofuran-2-yl)methyl isobutyrate